racemic-propylene oxide C1[C@@H](C)O1 |r|